2,5,8-trimethylnonane CC(C)CCC(CCC(C)C)C